C(=O)C1=C(C=C(C=C1)OC)CC(=O)[O-] (2-formyl-5-methoxyphenyl)acetate